CN1C(=CC=C1)C(C=CC=1N(C=CC1)C)=O 1,3-bis(1-methyl-1H-pyrrol-2-yl)prop-2-en-1-one